1-[trans-3-aminocyclobutyl]-1H-1,2,3-triazol N[C@@H]1C[C@H](C1)N1N=NC=C1